C(CCC)C=1[N+](=C(NC1)C)C butyl-dimethyl-imidazolium